(2H-1,2,3-triazol-4-yl)methylamine hydrochloride Cl.N=1NN=C(C1)CN